FC(C(C(C(C(C(F)(F)F)(F)F)(F)F)(F)F)(F)F)CCCC dodecafluorodecane